CC1(N(C[C@@H]1CS(=O)(=O)C)C=1C=CC(=C2C=C(N=CC12)NC1=NC(=NC=C1)N1CCC(CC1)(C)O)C(C)(C)NC(C=C)=O)C (S)-N-(2-(8-(2,2-dimethyl-3-((methylsulfonyl)methyl)azetidin-1-yl)-3-((2-(4-hydroxy-4-methylpiperidin-1-yl)pyrimidin-4-yl)amino)isoquinolin-5-yl)propan-2-yl)acrylamide